C(C=C)(=O)N1CCC(CC1)OC=1C=C2C(=NC=NC2=CC1OC)NC=1C=C(C=CC1OC)C1=CC(=CC=C1)NC(C)=O N-(3'-((6-((1-acryloyl-piperidin-4-yl)oxy)-7-methoxy-quinazolin-4-yl)amino)-4'-methoxy-[1,1'-biphenyl]-3-yl)acetamide